COC1=CC=C(C=C1)C=CC=1N(NN=CC1C(Cl)(Cl)Cl)C(Cl)(Cl)Cl 1-methoxy-4-[2-(3,5-bis(trichloromethyl)triazinyl)vinyl]benzene